BrC=1C(N(C2=NC=CC(=C2C1)N[C@H](C#C)C1=C(C(=CC=C1)C(F)F)F)C)=O (R)-3-bromo-5-((1-(3-(difluoromethyl)-2-fluorophenyl)prop-2-yn-1-yl)amino)-1-methyl-1,8-naphthyridin-2(1H)-one